CC(=CCC1=C(C=2OC3=CC(=CC=C3C(C2OC)=O)O)C=CC(=C1O)O)C 2'-(3-methyl-2-butenyl)-7,3',4'-trihydroxy-3-methoxyflavone